(E)-4-((2-(4-((((4-((6-methylpyrazin-2-yl)oxy)benzylidene)amino)oxy)methyl)phenyl)-7-phenylimidazo[1,2-a]pyridin-3-yl)amino)benzoic acid CC1=CN=CC(=N1)OC1=CC=C(\C=N\OCC2=CC=C(C=C2)C=2N=C3N(C=CC(=C3)C3=CC=CC=C3)C2NC2=CC=C(C(=O)O)C=C2)C=C1